tert-butyl 6-[5-[8-chloro-3-(methoxymethoxy)-1-naphthyl]-1-methyl-4-(1-methylindazol-5-yl)imidazol-2-yl]-2-azaspiro[3.3]heptane-2-carboxylate ClC=1C=CC=C2C=C(C=C(C12)C1=C(N=C(N1C)C1CC2(CN(C2)C(=O)OC(C)(C)C)C1)C=1C=C2C=NN(C2=CC1)C)OCOC